C(C1=CC=CC=C1)OC=1C(=CC(=C(C1)NC(OCC=C)=O)C(=O)N1CCC(=C[C@H]1CO[Si](C)(C)C(C)(C)C)C1=CC=C(C=C1)OC)OC allyl (S)-(5-(benzyloxy)-2-(6-(((tert-butyldimethyl-silyl)oxy)methyl)-4-(4-methoxyphenyl)-1,2,3,6-tetrahydropyridine-1-carbonyl)-4-methoxyphenyl)carbamate